Tert-Butyl (S)-3-(4-(2-(methoxymethyl)azetidin-1-yl)pyridin-3-yl)azetidine-1-carboxylate COC[C@H]1N(CC1)C1=C(C=NC=C1)C1CN(C1)C(=O)OC(C)(C)C